4-(3-fluorophenyl)-1-(5-(isopropylthio)-4-(4-(methylsulfonyl)phenyl)thiazol-2-yl)-3-methyl-1H-pyrazole-5-carboxylic acid FC=1C=C(C=CC1)C=1C(=NN(C1C(=O)O)C=1SC(=C(N1)C1=CC=C(C=C1)S(=O)(=O)C)SC(C)C)C